2-((3-benzoyl-5-fluorobenzofuran-2-yl)methyl)-2-bromomalonic acid diethyl ester C(C)OC(C(C(=O)OCC)(Br)CC=1OC2=C(C1C(C1=CC=CC=C1)=O)C=C(C=C2)F)=O